C1(=CC=CC=C1)C=1C=C(C=CC1)B(O)O (3-phenylphenyl)boronic acid